C(C)(C)C1=C(C=C(CN2C[C@H](NCC2)C2=C(C=CC=C2)C(C)C)C=C1)OC (R)-1-(4-isopropyl-3-methoxybenzyl)-3-(2-isopropylphenyl)piperazine